4-chloro-1-(2-ethyl-6-fluorophenyl)-6-oxo-1,6-dihydropyridazine-3-carboxylic acid methyl ester COC(=O)C1=NN(C(C=C1Cl)=O)C1=C(C=CC=C1F)CC